ClC1=CC(=C2C=C(NC2=C1Cl)COC1OCCCC1)NC(OC(C)(C)C)=O tert-Butyl (6,7-dichloro-2-(((tetrahydro-2H-pyran-2-yl)oxy)methyl)-1H-indol-4-yl)carbamate